5-tetraphenylethenyloxy-2,3,3-trimethylindole C1(=CC=CC2=CC=C3C=C4C=CC=CC4=CC3=C12)C=COC=1C=C2C(C(=NC2=CC1)C)(C)C